(2R,3S)-2-(3-(5-chloro-3-(trifluoromethyl)-1H-indazol-1-yl)propyl)piperidin-3-ol dihydrochloride Cl.Cl.ClC=1C=C2C(=NN(C2=CC1)CCC[C@H]1NCCC[C@@H]1O)C(F)(F)F